NCC(C[Si](C)(C)OC)C 3-amino-2-methylpropyl(methoxydimethylsilane)